methyl 3-methyl-2-butene-1-yl disulfide CC(=CCSSC)C